BrC1=CC=C(C=C1)S(=O)(=O)C=1C(=C(N(C1C)CCCOC1=CC(=C(C(=C1)C)Cl)C)C(=O)O)C 4-((4-Bromophenyl)sulfonyl)-1-(3-(4-chloro-3,5-dimethylphenoxy)propyl)-3,5-dimethyl-1H-pyrrole-2-Carboxylic acid